ClC1=CC(=C(OCC2=NC=CC(=C2)OC2CCN(CC2)CC2=NC3=C(N2CC2=CN=CN2C)C=C(C=C3)C(=O)O)C=C1)C#N 2-{[4-({2-[(4-chloro-2-cyanophenoxy)methyl]pyridin-4-yl}oxy)piperidin-1-yl]methyl}-1-[(1-methyl-1H-imidazol-5-yl)methyl]-1H-1,3-benzodiazole-6-carboxylic acid